ClC1=C(C2=C(C=3C=NC(=NC13)N1[C@H]([C@H](CC1)N1CCN(CC1)C)C)COC2)C2=NC=C(C1=C2C(=C(S1)NC(OC(C)(C)C)=O)C#N)F tert-Butyl (4-(5-chloro-3-((2S,3S)-2-methyl-3-(4-methylpiperazin-1-yl)pyrrolidin-1-yl)-7,9-dihydrofuro[3,4-f]quinazolin-6-yl)-3-cyano-7-fluorothieno[3,2-c]pyridin-2-yl)carbamate